FC1=NC=CC2=C1C[C@H]1CC[C@@H]2N1C(=O)NC1=CC(=C(C=C1)C1=CN=CO1)OC (5S,8R)-1-fluoro-N-(3-methoxy-4-(oxazol-5-yl)phenyl)-6,7,8,9-tetrahydro-5H-5,8-epiminocyclohepta[c]pyridine-10-carboxamide